monoethyl maleate magnesium salt [Mg+].C(\C=C/C(=O)[O-])(=O)OCC